N1(CCCCC1)C1=CC=CC(=N1)B(O)O 6-(PIPERIDIN-1-YL)PYRIDINE-2-BORONIC ACID